CC1(NC(=NC(=N1)N)N)N methyl-1,3,5-triamino-2,4,6-triazine